C(C)(C)(C)OC(=O)N1CCC=2C=C(C(=NC2C1)OCC1=CC=C(C=C1)C(F)F)I.BrC1=C(C=C(N)C=C1)COC1CCCC1 4-bromo-3-(cyclopentyloxymethyl)aniline tert-butyl-2-((4-(difluoromethyl)benzyl)oxy)-3-iodo-5,8-dihydro-1,7-naphthyridine-7(6H)-carboxylate